benzoyl-N-(2-methoxyethyl)piperidine-3-carboxamide C(C1=CC=CC=C1)(=O)N1CC(CCC1)C(=O)NCCOC